6-ethyl-2-methyl-3-(1-(6-(trifluoromethyl)pyridin-3-yl)ethyl)-5,6,7,8-tetrahydropyrido[4,3-d]pyrimidin-4(3h)-one C(C)N1CC2=C(N=C(N(C2=O)C(C)C=2C=NC(=CC2)C(F)(F)F)C)CC1